7-amino-2-hydroxy-1,8-naphthyridine-4-carboxylic acid NC1=CC=C2C(=CC(=NC2=N1)O)C(=O)O